methyl-tetramethyl-disiloxane C[SiH](O[Si](C)(C)C)C